FC[C@H](CC(C)C)NC=1NC(/C(/N1)=C/C1=CC2=C(N=CN2C)C=C1)=O (4Z)-2-[[(1S)-1-(fluoromethyl)-3-methyl-butyl]amino]-4-[(3-methylbenzimidazol-5-yl)methylene]-1H-imidazol-5-one